BrC1=CC=C2[C@@H](CCC(C2=C1)=O)C |r| rac-7-bromo-4-methyl-3,4-dihydronaphthalen-1(2H)-one